3-(5-(1-benzyl-3-methylpiperidin-4-yl)-1-oxoisoindolin-2-yl)piperidine-2,6-dione C(C1=CC=CC=C1)N1CC(C(CC1)C=1C=C2CN(C(C2=CC1)=O)C1C(NC(CC1)=O)=O)C